NC1=C2C(=NC=N1)N(N=C2C2=CC=C(C=C2)OC2=CC=CC=C2)C2CCC(CC2)N2CCN(CC2)CCCN2CCN(CC2)C2=C1C(N(C(C1=CC=C2)=O)C2C(NC(CC2)=O)=O)=O 4-(4-(3-(4-((1r,4r)-4-(4-amino-3-(4-phenoxyphenyl)-1H-pyrazolo[3,4-d]pyrimidin-1-yl)cyclohexyl)piperazin-1-yl)propyl)piperazin-1-yl)-2-(2,6-dioxopiperidin-3-yl)isoindoline-1,3-dione